[4-bromo-1-[4-(trifluoromethoxy)phenyl]pyrazolo[3,4-b]pyridin-3-yl]methanamine BrC1=C2C(=NC=C1)N(N=C2CN)C2=CC=C(C=C2)OC(F)(F)F